2-([1,4]Dioxan-2-ylmethoxy)-9-pyrimidin-5-yl-6,7-dihydro-pyrimido[6,1-a]isoquinolin-4-one O1C(COCC1)COC1=NC(N2C(C3=CC=C(C=C3CC2)C=2C=NC=NC2)=C1)=O